ClC1=NC=C(C(=N1)NCC1=C(C=CC=C1)C=CC)C(=O)N 2-chloro-4-((2-(prop-1-en-1-yl)benzyl)amino)pyrimidin-5-carboxamide